(tetrahydro-2H-pyran-4-yl)-2,6-dihydro-7H-pyrazolo[3,4-d]pyridazin-7-one O1CCC(CC1)N1N=C2C(NN=CC2=C1)=O